tert-butyl 6-{[1-(6-methoxypyridin-3-yl)-4-methyl-1H-1,2,3-triazol-5-yl] methoxy}-1,2,3,4-tetrahydro-2,7-naphthyridine-2-carboxylate COC1=CC=C(C=N1)N1N=NC(=C1COC=1C=C2CCN(CC2=CN1)C(=O)OC(C)(C)C)C